ClC1=NC=C(C(=N1)Cl)C1(COC1)O 3-(2,4-dichloropyrimidin-5-yl)oxetan-3-ol